acryl-1-allyl-1-methylpyrrolidinium bis(trifluoromethanesulfonyl)imide [N-](S(=O)(=O)C(F)(F)F)S(=O)(=O)C(F)(F)F.C(=O)(C=C)C1[N+](CCC1)(C)CC=C